C(=C)C1=CC=C(C=C1)C1=CC=CC=C1 (4-vinylphenyl)benzene